CN1CC(C1)(C)[C@@](C=1C=NC=C(C1)C1=NC(=NO1)C1CCN(CC1)C(COC)=O)(C1=CC=C(C=C1)C(C)C)OC(COC)=O methoxy-acetic acid (R)-(1,3-dimethyl-azetidin-3-yl)-(4-isopropyl-phenyl)-(5-{3-[1-(2-methoxy-acetyl)-piperidin-4-yl]-[1,2,4]Oxadiazol-5-yl}-pyridin-3-yl)-methyl ester